7-(4-chloro-5-trifluoromethylpyrimidin-2-yl-amino)-2-N-t-butoxycarbonyl-1,2,3,4-tetrahydroisoquinoline ClC1=NC(=NC=C1C(F)(F)F)NC1=CC=C2CCN(CC2=C1)C(=O)OC(C)(C)C